O=C1NC(CCC1N1C(C2=CC=CC(=C2C1=O)NCC[C@@H](C)OC1CCN(CC1)C(=O)OC(C)(C)C)=O)=O Tert-butyl 4-(((2R)-4-((2-(2,6-dioxopiperidin-3-yl)-1,3-dioxoisoindolin-4-yl)amino)butan-2-yl)oxy)piperidine-1-carboxylate